1-(9Z,12Z-heptadecadienoyl)-2-(9Z-tetradecenoyl)-glycero-3-phosphocholine CCCC/C=C\CCCCCCCC(=O)O[C@H](COC(=O)CCCCCCC/C=C\C/C=C\CCCC)COP(=O)([O-])OCC[N+](C)(C)C